2-(3,5-dimethyl-1H-pyrazol-4-yl)-N-(5-(2-(trans-2,6-dimethylmorpholino)acetamido)-2-methylpyridin-3-yl)pyrazolo[5,1-b]thiazole-7-carboxamide CC1=NNC(=C1C1=CN2C(S1)=C(C=N2)C(=O)NC=2C(=NC=C(C2)NC(CN2C[C@@H](O[C@H](C2)C)C)=O)C)C